N=1N=C(N2C1C=CC=C2)[C@@H]2C[C@@H](CCC2)NC2=NC=C(C(=N2)OC2(CNC2)C(F)(F)F)C(F)(F)F N-[(1R,3S)-3-([1,2,4]triazolo[4,3-a]pyridin-3-yl)cyclohexyl]-5-(trifluoromethyl)-4-[3-(trifluoromethyl)azetidin-3-yl]oxy-pyrimidin-2-amine